(S)-4-(4-acryloyl-2-methylpiperazin-1-yl)-7-(6-amino-4-methyl-3-(trifluoromethyl)pyridin-2-yl)-6-(trifluoromethyl)-8H-pyrido[2,1-f][1,2,4]triazin-8-one C(C=C)(=O)N1C[C@@H](N(CC1)C1=NC=NN2C1=CC(=C(C2=O)C2=NC(=CC(=C2C(F)(F)F)C)N)C(F)(F)F)C